4-[(1S)-1-{[8-(3,5-difluorobenzyl)-7-oxo-pyrido[2,3-d]pyrimidin-2-yl]amino}ethyl]benzoic acid methyl ester COC(C1=CC=C(C=C1)[C@H](C)NC=1N=CC2=C(N1)N(C(C=C2)=O)CC2=CC(=CC(=C2)F)F)=O